6-(4-methylphenyl)-2-(1-methyl-1H-pyrazol-4-yl)-3-oxo-2,3-dihydropyridazine-4-carboxylic acid chloride CC1=CC=C(C=C1)C=1C=C(C(N(N1)C=1C=NN(C1)C)=O)C(=O)Cl